F[C@H]1[C@H](CN(C1)C)NC(=O)C1=NC=C(C2=CC(=NC=C12)NC1=NC(=NC=C1)N1C[C@]([C@@H](CC1)O)(C)F)C(C)C N-((3S,4R)-4-fluoro-1-methylpyrrolidin-3-yl)-6-((2-((3S,4R)-3-fluoro-4-hydroxy-3-methylpiperidin-1-yl)pyrimidin-4-yl)amino)-4-isopropyl-2,7-naphthyridine-1-carboxamide